5,10,15,20-tetrakis(2,4,6-trimethylphenyl)-porphyrin CC1=C(C(=CC(=C1)C)C)C=1C2=CC=C(N2)C(=C2C=CC(C(=C3C=CC(=C(C=4C=CC1N4)C4=C(C=C(C=C4C)C)C)N3)C3=C(C=C(C=C3C)C)C)=N2)C2=C(C=C(C=C2C)C)C